OCCN1C=NC=C1 N-hydroxyethylimidazol